(S)-1-(2-(4-(8-(but-3-en-1-yloxy)imidazo[1,2-a]pyrazin-6-yl)pyridin-2-yl)propan-2-yl)-1-ethyl-3-(7,7,7-trifluorohept-1-en-4-yl)urea C(CC=C)OC=1C=2N(C=C(N1)C1=CC(=NC=C1)C(C)(C)N(C(=O)N[C@H](CC=C)CCC(F)(F)F)CC)C=CN2